N-(5-(((3,5-dicyano-4-ethyl-6-(4-methyl-1,4-diazepan-1-yl)pyridin-2-yl)thio)methyl)pyridin-2-yl)methanesulfonamide C(#N)C=1C(=NC(=C(C1CC)C#N)N1CCN(CCC1)C)SCC=1C=CC(=NC1)NS(=O)(=O)C